[Te].[Li] lithium-Tellurium